C[C@@H]1CCN2C(O1)=C(C(=N2)C=2C=NC(=CC2)NC(C)C)C(=O)OCC Ethyl (5R)-5-methyl-2-[6-(propan-2-ylamino)pyridin-3-yl]-6,7-dihydro-5H-pyrazolo[5,1-b][1,3]oxazine-3-carboxylate